1-(7-benzoyl-9H-fluoren-2-yl)-2-methyl-2-[(1,1,2,2,2-pentamethyldisilan-1-yl)oxy]propan-1-one C(C1=CC=CC=C1)(=O)C1=CC=C2C=3C=CC(=CC3CC2=C1)C(C(C)(O[Si]([Si](C)(C)C)(C)C)C)=O